4-[8-methyl-2-[4-(4-methylpiperazin-1-yl)anilino]-7-oxo-pyrido[2,3-d]pyrimidin-6-yl]-4,7-diazaspiro[2.5]octane-7-carboxylic acid tert-butyl ester C(C)(C)(C)OC(=O)N1CCN(C2(CC2)C1)C1=CC2=C(N=C(N=C2)NC2=CC=C(C=C2)N2CCN(CC2)C)N(C1=O)C